CC=1N=C(SC1C(=O)OCC)NC1=NC(=CC(=N1)N1CCN(CC1)C)NCC1=CC(=C(C(=C1)OC)OC)OC Ethyl 4-methyl-2-[[4-(4-methyl-1-piperazinyl)-6-[[(3,4,5-trimethoxyphenyl) methyl] amino]-2-pyrimidinyl] amino]-5-thiazolecarboxylate